tert-butyl 3-(5-bromothiophen-2-yl)-3-fluoroazetidine-1-carboxylate BrC1=CC=C(S1)C1(CN(C1)C(=O)OC(C)(C)C)F